2-(4-bromophenyl)-4-(trifluoromethyl)-1H-imidazole BrC1=CC=C(C=C1)C=1NC=C(N1)C(F)(F)F